ClC=1C(=C(NC1C)C1=CC(=CC=C1)OC)C(=O)O 4-chloro-2-(3-methoxyphenyl)-5-methyl-1H-pyrrole-3-carboxylic acid